Octacosyl Ether C(CCCCCCCCCCCCCCCCCCCCCCCCCCC)OCCCCCCCCCCCCCCCCCCCCCCCCCCCC